ClC=1N=C(C2=C(N1)N=CC(=C2)N2CCN(CC2)CC)N[C@H](C)C2=CC(=CC(=C2)C(F)(F)F)[N+](=O)[O-] (R)-2-chloro-6-(4-ethylpiperazin-1-yl)-N-(1-(3-nitro-5-(trifluoromethyl)phenyl)ethyl)pyrido[2,3-d]pyrimidin-4-amine